FC1=C(C=CC=C1)C1=CC=C(C(=N1)[N+](=O)[O-])O 6-(2-fluorophenyl)-2-nitro-pyridin-3-ol